Tert-Butyl 6-methyl-3',6'-dihydro[3,4'-bipyridine]-1'(2'H)-carboxylate CC1=CC=C(C=N1)C=1CCN(CC1)C(=O)OC(C)(C)C